FC(C(=O)[O-])(F)F.COC=1C=C(\C=C\2/CC(C\C(\C2=O)=C/C2=CC(=C(C=C2)OC)OC)NC(=O)C=2C=CC(=[NH+]C2)[NH+]2CCCCC2)C=CC1OC.FC(C(=O)[O-])(F)F 5-((3,5-Bis((E)-3,4-dimethoxybenzylidene)-4-oxocyclohexyl)carbamoyl)-2-(piperidin-1-ium-1-yl)pyridin-1-ium trifluoroacetate